2-(azepan-1-yl)-5-chloro-N-(2-methoxy-4-pyridinyl)-4,6-dimethyl-pyridine-3-carboxamide N1(CCCCCC1)C1=NC(=C(C(=C1C(=O)NC1=CC(=NC=C1)OC)C)Cl)C